tert-butyl (2-(4-(4-bromo-3-(pyridin-4-yl)-1H-pyrazol-1-yl)phenoxy)ethyl)(methyl)carbamate BrC=1C(=NN(C1)C1=CC=C(OCCN(C(OC(C)(C)C)=O)C)C=C1)C1=CC=NC=C1